FC1=C2C=C(N(C2=CC=C1N1C(C=2C=C(C(=NC2C(=C1)C(=O)N1CCC(CC1)F)OC)OC([2H])([2H])[2H])=O)C)C 6-(4-fluoro-1,2-dimethyl-1H-indol-5-yl)-8-(4-fluoropiperidine-1-carbonyl)-2-methoxy-3-(methoxy-d3)-1,6-naphthyridin-5(6H)-one